7-methylquinolin-2-amine CC1=CC=C2C=CC(=NC2=C1)N